C(#N)C=1C=2CCCC2C(=C2CCCC12)NC(=O)N=[S@@](=O)(N)C1=C(N=C(S1)C(C)(C)O)CO (S)-N'-((8-cyano-1,2,3,5,6,7-hexahydro-s-indacen-4-yl)carbamoyl)-4-(hydroxymethyl)-2-(2-hydroxypropan-2-yl)thiazole-5-sulfonimidamide